ClC1=NC=C(C=O)C(=C1)N[C@H]1[C@](CCC1)(C)O 6-chloro-4-(((1R,2R)-2-hydroxy-2-methylcyclopentyl)amino)nicotinaldehyde